NC1=NC2=NC=C(N=C2C(=N1)N)CNC1=C(C=C(C(=O)NC(C(=O)O)CCC)C=C1)OC 2-(4-(((2,4-diaminopteridin-6-yl)methyl)amino)-3-methoxybenzoylamino)pentanoic acid